5-(2-(((2-aminopyridin-3-yl)methyl)amino)ethoxy)-7-(6-(bis(4-methoxybenzyl)amino)-4-methyl-3-(trifluoromethyl)pyridin-2-yl)-6-chloroquinazolin-4(3H)-one NC1=NC=CC=C1CNCCOC1=C2C(NC=NC2=CC(=C1Cl)C1=NC(=CC(=C1C(F)(F)F)C)N(CC1=CC=C(C=C1)OC)CC1=CC=C(C=C1)OC)=O